BrC1OC(C2=CC=C(C=C12)F)=O 3-bromo-5-fluoro-1(3H)-isobenzofuranone